OC=1C(=C(C=C(C(=O)O)C1)O)O 5-hydroxyprotocatechuic acid